Ethyl 5-bromo-4-fluoropyrazolo[1,5-a]Pyridine-3-carboxylate BrC1=C(C=2N(C=C1)N=CC2C(=O)OCC)F